N-((4-methoxyphenyl)carbamoyl)benzimidazole COC1=CC=C(C=C1)NC(=O)N1C=NC2=C1C=CC=C2